FC(CCC1CCNCC1)(F)C=1C(=C(C=CC1)[C@@H](C)NC=1SN=C2N(C(C(=CC21)N2CCOCC2)=O)CCCCC=O)F (R)-5-(3-((1-(3-(1,1-difluoro-3-(piperidin-4-yl)propyl)-2-fluorophenyl)ethyl)amino)-5-morpholino-6-oxoisothiazolo[3,4-b]pyridin-7(6H)-yl)pentanal